C(C)N1C(N(C(C12CCN(CC2)CC2CCOCC2)=O)C2CCC(CC2)C(F)(F)F)=O 1-ethyl-8-((tetrahydro-2H-pyran-4-yl)methyl)-3-((1r,4r)-4-(trifluoromethyl)cyclohexyl)-1,3,8-triazaspiro[4.5]decane-2,4-dione